(1-(9-ethyl-6-morpholino-8-(pyridin-4-yl)-9H-purin-2-yl)-4-phenyl-1H-pyrazol-5-yl)methanol C(C)N1C2=NC(=NC(=C2N=C1C1=CC=NC=C1)N1CCOCC1)N1N=CC(=C1CO)C1=CC=CC=C1